6-(4-trifluoromethoxyphenyl)-2-(1-Methyl-1H-pyrazol-4-yl)pyrimidine-4-carboxylic acid FC(OC1=CC=C(C=C1)C1=CC(=NC(=N1)C=1C=NN(C1)C)C(=O)O)(F)F